6-bromo-1,1-difluorohexane-2-one BrCCCCC(C(F)F)=O